C1(CC1)COC1=CC=C(C=C1)B(O)O 4-(CYCLOPROPYLMETHOXY)BENZENEBORONIC ACID